3-[4-[6-[[5-fluoro-4-(1-isopropyl-4-methoxy-2-methyl-imidazo[4,5-c]pyridin-6-yl)pyrimidin-2-yl]amino]-3-pyridinyl]-3-oxo-piperazin-1-yl]azetidine-1-carboxylic acid tert-butyl ester C(C)(C)(C)OC(=O)N1CC(C1)N1CC(N(CC1)C=1C=NC(=CC1)NC1=NC=C(C(=N1)C1=CC2=C(C(=N1)OC)N=C(N2C(C)C)C)F)=O